O[C@H]1C[C@H]2C[C@H]([C@H]3[C@@H]4CC[C@H]([C@@H](CCC(=O)NC5(CC=CC=C5)S(=O)(=O)O)C)[C@]4([C@H](C[C@@H]3[C@]2(CC1)C)O)C)O 1-[(3α,7α,12α-trihydroxy-24-oxo-5β-cholan-24-yl)amino]benzenesulfonic acid